ClC=1C=C(CNCCCCOCCNC2=NC3=C(C4=CN=CC=C24)C=CC=C3)C=CC1CC#N 5-((2-(4-((3-chloro-4-(cyanomethyl)benzyl)amino)butoxy)ethyl)amino)benzo[c][2,6]naphthyridine